1-(2-(4-ethylpiperazin-1-yl)-4-methylquinolin-6-yl)-3-(2-(pyrrolidin-2-yl)ethyl)thiourea C(C)N1CCN(CC1)C1=NC2=CC=C(C=C2C(=C1)C)NC(=S)NCCC1NCCC1